methyl-((3-(trifluoromethyl)-5,6-dihydro-1H-pyrazolo[3,4-b]pyridin-7(4H)-yl) methyl) bicyclo[1.1.1]pentane-1-carboxylate C12(CC(C1)C2)C(=O)OC(N2C1=C(CCC2)C(=NN1)C(F)(F)F)C